N(C(=N)N)CCCC[NH3+] 4-guanidinobutan-1-aminium